platinum(II) tetrabenzoporphyrin C1=2C3=C(C(N1)=CC=1C4=C(C(N1)=CC1=C5C(=C(N1)C=C1C6=C(C(=N1)C2)C=CC=C6)C=CC=C5)C=CC=C4)C=CC=C3.[Pt+2]